tetraaminotin N[Sn](N)(N)N